FC(C1=CC(=CC(=N1)C#N)C=1C=NC=C(C1)F)F 6'-(Difluoromethyl)-5-fluoro-[3,4'-bipyridine]-2'-carbonitrile